N-(propan-2-yl)-2-[1-(pyrimidin-5-yl)-1H-pyrazol-4-yl]-N-[(3R)-pyrrolidin-3-yl]-1,3-thiazole-4-carboxamide CC(C)N(C(=O)C=1N=C(SC1)C=1C=NN(C1)C=1C=NC=NC1)[C@H]1CNCC1